N(=C=S)C1=CC(=C(CN2CCN(CC2)C)C=C1)C(F)(F)F 1-(4-isothiocyanato-2-(trifluoromethyl)benzyl)-4-methylpiperazine